[N+](=O)([O-])C=1C=NC=C(C1N)C#C[Si](C)(C)C 3-nitro-5-((trimethylsilyl)ethynyl)pyridin-4-amine